5-[4-(Bromomethyl)phenyl]-1-methyl-3-(trifluoromethyl)pyrazole BrCC1=CC=C(C=C1)C1=CC(=NN1C)C(F)(F)F